2-chloro-6-isopropoxypyridine-4-carboxylic acid tert-butyl ester C(C)(C)(C)OC(=O)C1=CC(=NC(=C1)OC(C)C)Cl